(2s,4s)-2-(4-(3-methyl-4-(trifluoromethyl)phenyl)piperidine-1-carbonyl)-7-oxa-5-azaspiro[3.4]octan-6-one CC=1C=C(C=CC1C(F)(F)F)C1CCN(CC1)C(=O)C1CC2(C1)NC(OC2)=O